4'-((2R,6S)-1-acetyl-4-(2-fluoroacryloyl)-6-methylpiperazin-2-yl)-6'-chloro-N,6-dimethyl-[2,2'-bipyridine]-4-carboxamide C(C)(=O)N1[C@@H](CN(C[C@@H]1C)C(C(=C)F)=O)C1=CC(=NC(=C1)Cl)C1=NC(=CC(=C1)C(=O)NC)C